1-(p-tolyl)ethan-1-one hydrogen bromide Br.C1(=CC=C(C=C1)C(C)=O)C